N4-(2,2-difluoroethyl)cyclohexane-1,4-diamine FC(CNC1CCC(CC1)N)F